cholest-8-en-3beta-ol CC(C)CCC[C@@H](C)[C@H]1CC[C@H]2C=3CCC4C[C@H](CC[C@]4(C)C3CC[C@]12C)O